CN(C1=C(C(=NC=2N1N=CN2)C)C2=CC=C1CCN(CC1=C2)S(=O)(=O)N)C 7-(7-(dimethylamino)-5-methyl-[1,2,4]triazolo[1,5-a]pyrimidin-6-yl)-3,4-dihydroisoquinoline-2(1H)-sulfonamide